N[C@@H](C(=O)N[C@H]1CC[C@@]2([C@H]3CC[C@@]4([C@H](CC[C@@]4([C@@H]3CC[C@@H]2C1)O)C=1COC(C1)=O)C)C)C(C)C (R)-2-amino-N-((3S,5R,8R,9S,10S,13R,14S,17R)-14-hydroxy-10,13-dimethyl-17-(5-oxo-2,5-dihydrofuran-3-yl)hexadecahydro-1H-cyclopenta[a]phenanthren-3-yl)-3-methylbutanamide